zirconium (hydrogen) oxide O.[Zr]